5-(((4-(3-chloro-4-(2-chloro-3-((3-fluoro-4-(((2-hydroxyethyl)amino)methyl)pyridin-2-yl)amino)phenyl)pyridin-2-yl)-2-fluoro-6-methoxybenzyl)amino)methyl)pyrrolidin-2-one ClC=1C(=NC=CC1C1=C(C(=CC=C1)NC1=NC=CC(=C1F)CNCCO)Cl)C1=CC(=C(CNCC2CCC(N2)=O)C(=C1)OC)F